1-((3-(1,4-dioxaspiro[4.5]dec-7-en-8-yl)phenyl)sulfonyl)-5-(2-fluorophenyl)-1H-pyrrole-3-carbaldehyde O1CCOC12CC=C(CC2)C=2C=C(C=CC2)S(=O)(=O)N2C=C(C=C2C2=C(C=CC=C2)F)C=O